3-methylbutan-2-yl-amine CC(C(C)N)C